C1=C(C=CC2=CC=CC=C12)OP(=O)(OC1=CC2=CC=CC=C2C=C1)/C(=C(\CC(=O)C1=CC=CC=C1)/C1=CC=CC=C1)/F (E)-4-di(2-naphthyl)phosphono-4-fluoro-1,3-diphenyl-3-buten-1-one